ClC1=NN=C(C=2CCCCC12)C1=C(C=C(C=C1)C(F)(F)F)OCOCC 1-chloro-4-(2-(ethoxymethoxy)-4-(trifluoromethyl)phenyl)-5,6,7,8-tetrahydrophthalazine